CS(=O)(=O)O[C@H](COCCOCCN1N=CC(=C1)C1=NN(C2=CC=C(C=C12)O[Si](C)(C)C(C)(C)C)C1OCCCC1)C [(1S)-2-[2-[2-[4-[5-[tert-butyl(dimethyl)silyl]oxy-1-tetrahydropyran-2-yl-indazol-3-yl]pyrazol-1-yl]ethoxy]ethoxy]-1-methyl-ethyl] methanesulfonate